1-TERT-BUTYL-1H-PYRAZOLE-4-BORONIC ACID C(C)(C)(C)N1N=CC(=C1)B(O)O